ON1N=NC2=C1N=CC=C2 1-Hydroxy-7-aza-1H-benzotriazole